ClC=1C=C(OC2=CC=NC3=CC(=C(C=C23)C(=O)N)OC)C=CC1NC(=O)NC1CC1 4-[3-chloro-4-(N'-cyclopropylureido)phenoxy]-7-methoxyquinoline-6-carboxamide